O[C@H]1C[C@@H](CCC1)C=1C2=C(N=C(N1)NC1=CN=C(N1)COC)NC(C21CC1)=O ((1R,3R)-3-hydroxycyclohexyl)-2'-((2-(methoxymethyl)-1H-imidazol-5-yl)amino)spiro[cyclopropane-1,5'-pyrrolo[2,3-d]pyrimidin]-6'(7'H)-one